(R)-2-(5-(difluoromethoxy)-4-((6-oxo-5-(trifluoromethyl)-1,6-dihydropyridazin-4-yl)amino)pentyl)-6-(5-(difluoromethyl)pyrimidin-2-yl)-7-fluoroisoquinolin-1(2H)-one FC(OC[C@@H](CCCN1C(C2=CC(=C(C=C2C=C1)C1=NC=C(C=N1)C(F)F)F)=O)NC=1C=NNC(C1C(F)(F)F)=O)F